2-(2,6-dioxo-hexahydropyridin-3-yl)-5-fluoro-6-{4-[2-(hexahydropyridin-4-yl)acetyl]piperazin-1-yl}isoindole-1,3-dione hydrochloride Cl.O=C1NC(CCC1N1C(C2=CC(=C(C=C2C1=O)F)N1CCN(CC1)C(CC1CCNCC1)=O)=O)=O